ClC=1C=CC2=C(N(CN(S2(=O)=O)[C@@H]([C@H](C)C2=C(C(=CC=C2F)C)C)C2=NNC(O2)=O)C2CN(C2)C)C1 5-((1S,2R)-1-(6-chloro-4-(1-methylazetidin-3-yl)-1,1-dioxido-3,4-dihydro-2H-benzo[e][1,2,4]thiadiazin-2-yl)-2-(6-fluoro-2,3-dimethylphenyl)propyl)-1,3,4-oxadiazol-2(3H)-one